pyridol-4,3-d N1=C(C(=C(C=C1)[2H])[2H])O